1-(3-(((3-((2-((3S,4S)-3-hydroxy-4-methoxypiperidin-1-yl)pyrimidin-4-yl)amino)-5-isopropylisoquinolin-8-yl)oxy)methyl)azetidin-1-yl)ethan-1-one O[C@H]1CN(CC[C@@H]1OC)C1=NC=CC(=N1)NC=1N=CC2=C(C=CC(=C2C1)C(C)C)OCC1CN(C1)C(C)=O